C(C)OC(=O)C=1NC(=C(C1C1=C2C=CN(C2=CC=C1Cl)S(=O)(=O)C1=CC=C(C)C=C1)C(C)C)Br 5-Bromo-3-(5-chloro-1-p-toluenesulfonyl-1H-indol-4-yl)-4-isopropyl-1H-pyrrole-2-carboxylic acid ethyl ester